CN([C@H](C)C(=O)OCC([C@H](C[C@H]1C(NCC1)=O)NC([C@@H](NC(=O)C=1NC2=CC=CC(=C2C1)OC)CC(C)C)=O)=O)C (3S)-3-({N-[(4-methoxy-1H-indol-2-yl) carbonyl]-L-leucyl}amino)-2-oxo-4-[(3S)-2-oxopyrrolidin-3-yl]butyl N,N-dimethyl-D-alaninate